β,β,2,3,4-pentafluoro-phenylpropionic acid FC(C(C(=O)O)C1=C(C(=C(C=C1)F)F)F)F